C(CCC)OS(=O)(=O)OS(=O)(=O)OCCCC.[Zn] zinc dibutyldisulfate